BrC=1C=NN2C1N=C(C=C2)C=2C=C(O[C@H](CO)C)C=CC2 (2S)-2-(3-{3-bromopyrazolo[1,5-a]pyrimidin-5-yl}phenoxy)propan-1-ol